C(CCCCC(=O)OCCCCCCCC)(=O)OCC1=CC=CC=C1 benzyl octyl adipate